cis-N1-(4-Methoxy-5-(1-methyl-1H-benzo[d][1,2,3]triazol-6-yl)pyrrolo[2,1-f][1,2,4]triazin-2-yl)-3-methylcyclobutane-1,3-diamine COC1=NC(=NN2C1=C(C=C2)C=2C=CC1=C(N(N=N1)C)C2)NC2CC(C2)(N)C